Cl.ClC1=CC=C(C=C1)CCCOCCCN1CCCCC1 1-[3-[3-(4-chlorophenyl)propoxy]propyl]-piperidine monohydrochloride